[Si](C)(C)(C(C)(C)C)OCC=1SC=C(N1)C1=CC=2N(C=C1)C(=CN2)C(=O)NC2=C(C=CC(=C2)C2=NOC(=N2)C)C 7-(2-(((tert-butyldimethylsilyl)oxy)methyl)thiazol-4-yl)-N-(2-methyl-5-(5-methyl-1,2,4-oxadiazol-3-yl)phenyl)imidazo[1,2-a]pyridine-3-carboxamide